NC(N)(CN)C(=O)N (S)-2,3-diaminoalanyl-ammonia